OC=1C=C(C=CC1)OB([O-])[O-] 3-hydroxyphenylborate